C(C=C)(=O)N1CCN(CC1)C=1N=C2C(=NC1)NC=C2C(=O)NCC2CCCC2 2-(4-acryloylpiperazin-1-yl)-N-(cyclopentylmethyl)-5H-pyrrolo[2,3-b]pyrazine-7-carboxamide